3-(dimethylamino)propyltriethoxysilane magnesium l-ascorbate 2-phosphate P(=O)([O-])([O-])OC=1C(=O)O[C@@H](C1[O-])[C@@H](O)CO.[Mg+2].CN(CCC[Si](OCC)(OCC)OCC)C.O=C1C(OP(=O)([O-])[O-])=C([O-])[C@H](O1)[C@@H](O)CO.[Mg+2].[Mg+2]